3-((4,4-bis(octyloxy)butanoyl)oxy)-2-((((3-(diisopropylamino)propoxy)carbonyl)oxy)methyl)propyl (9Z,12Z)-octadeca-9,12-dienoate C(CCCCCCC\C=C/C\C=C/CCCCC)(=O)OCC(COC(CCC(OCCCCCCCC)OCCCCCCCC)=O)COC(=O)OCCCN(C(C)C)C(C)C